N1C(=NC2=C1C=CC=C2)CNC2=NC(=NC=1N2N=CC1Br)N1[C@@H]2CN([C@H](C1)C2)C(=O)OC(C)(C)C tert-butyl (1S,4S)-5-(4-{[(1H-benzimidazol-2-yl)methyl]amino}-8-bromopyrazolo[1,5-a][1,3,5]triazin-2-yl)-2,5-diazabicyclo[2.2.1]heptane-2-carboxylate